N-(pyrrolidin-1-yl)pyridinecarboxamide N1(CCCC1)NC(=O)C1=NC=CC=C1